8-ethyl-6-methyl-imidazo[1,2-a]pyrazin-2-amine C(C)C=1C=2N(C=C(N1)C)C=C(N2)N